5-((2S,3R,4S,5R)-3,4-dihydroxy-5-(hydroxymethyl)tetrahydrofuran-2-yl)-1-(1-methyl-1H-imidazol-2-yl)pyrimidine-2,4(1H,3H)-dione O[C@H]1[C@@H](O[C@@H]([C@H]1O)CO)C=1C(NC(N(C1)C=1N(C=CN1)C)=O)=O